tert-Butyl 1-(3-fluoro-5-methyl-4-(3-(1-methyl-1H-pyrazol-4-yl)-1-((2-(trimethylsilyl)ethoxy)methyl)-1H-pyrazolo[3,4-c]pyridin-5-yl)phenyl)ethyl(methyl)carbamate FC=1C=C(C=C(C1C=1C=C2C(=CN1)N(N=C2C=2C=NN(C2)C)COCC[Si](C)(C)C)C)C(C)N(C(OC(C)(C)C)=O)C